FC1=C(C=CC(=C1)F)[C@@](CN1N=CN=C1)([C@@H](C)SSC(C)C1=CC=NC=C1)O (2R,3R)-2-(2,4-difluorophenyl)-3-((1-(pyridin-4-yl)ethyl)disulfaneyl)-1-(1H-1,2,4-triazol-1-yl)butan-2-ol